C(CCCCCCCCCCCCCCCCC)N.P(=O)(OC(C)C)(OC(C)C)O diisopropyl phosphate octadecyl-amine salt